6-(4-Aminopiperidin-1-yl)hexanoic acid methyl ester COC(CCCCCN1CCC(CC1)N)=O